BrC=1C=C2C(N(C(=NC2=CC1)[C@H](CCC)N1CCN(C[C@@H](C1)CO)C)CC)=O 6-bromo-3-ethyl-2-((S)-1-((S)-6-(hydroxymethyl)-4-methyl-1,4-diazepan-1-yl)butyl)quinazolin-4(3H)-one